[2H]C1(OCC=2C=3C(=N[C@H](C(NC3SC2OC1([2H])[2H])=O)C)C1=C(C=CC=C1F)F)[2H] (13S)-5,5,6,6-tetradeuterio-15-(2,6-difluorophenyl)-13-methyl-4,7-dioxa-9-thia-11,14-diazatricyclo[8.5.0.02,8]pentadeca-1(10),2(8),14-trien-12-one